4-fluorobenzyl phosphate P(=O)(OCC1=CC=C(C=C1)F)([O-])[O-]